2-ethyl-1,4-bis(n-decanoyloxy)naphthalene C(C)C1=C(C2=CC=CC=C2C(=C1)OC(CCCCCCCCC)=O)OC(CCCCCCCCC)=O